4-(p-acetooxyphenyl)-2-butanone C(C)(=O)OC1=CC=C(C=C1)CCC(C)=O